O=C1CCCNN1 6-oxo-tetrahydropyridazine